FC1(CCN(CCC1)C1=C(C(=O)NC2=CC(=C(C=C2)F)C(N)=NO)C=CC(=N1)C(F)(F)F)F 2-(4,4-difluoroazepan-1-yl)-N-(4-fluoro-3-(N'-hydroxyamidino)phenyl)-6-(trifluoromethyl)nicotinamide